CN1[C@H](CCC1)CC1=CN(C2=CC=CC=C12)C(CCCCCCC\C=C/C\C=C/CCCCC)=O (9Z,12Z)-1-(3-(((R)-1-Methylpyrrolidin-2-yl)methyl)-1H-indol-1-yl)octadeca-9,12-dien-1-one